C(#N)C1=CC=C(C=C1)C12C(C(C1)(C2)C(=O)OC(C)C)B2OC(C(O2)(C)C)(C)C isopropyl 3-(4-cyanophenyl)-2-(4,4,5,5-tetramethyl-1,3,2-dioxaborolan-2-yl)bicyclo[1.1.1]pentane-1-carboxylate